tert-butyl 2-[2-(2,6-dioxo-3-piperidinyl)-1,3-dioxo-isoindolin-5-yl]-2,7-diazaspiro[3.5]nonane-7-carboxylate O=C1NC(CCC1N1C(C2=CC=C(C=C2C1=O)N1CC2(C1)CCN(CC2)C(=O)OC(C)(C)C)=O)=O